C(C)(=O)N(C(C(=O)NCC(=O)OCC)C(C)C)C1=CC(=CC=C1)C(F)(F)F ethyl [2-[acetyl-(3-trifluoromethylphenyl)amino]-3-methylbutyrylamino]acetate